P(=O)(OC(C(F)(F)F)C(F)(F)F)([O-])[O-] mono-(hexafluoroisopropyl) phosphate